BrC1=CC=C2C(=CN=CC2=C1OC)N1CN(CCC1)CC1=CC=C(C=C1)OC 1-(7-bromo-8-methoxy-4-isoquinolinyl)-3-[(4-methoxyphenyl)methyl]Hexahydropyrimidine